N-[4-cyano-2-(4-fluoro-2-methoxy-phenyl)pyrazol-3-yl]-2-methoxy-acetamide C(#N)C1=C(N(N=C1)C1=C(C=C(C=C1)F)OC)NC(COC)=O